[Cl-].ClC[N+](C)(C)CC(C)O chloro-2-hydroxypropyl-trimethyl-ammonium Chloride